4-fluoro-4-(4-piperidylmethyl)piperidine-1-carboxylic acid tert-butyl ester C(C)(C)(C)OC(=O)N1CCC(CC1)(CC1CCNCC1)F